FC1=NC=CC=C1C=1N=CC2=C(N1)C(=CN2C(=O)OC(C)(C)C)CC2=CC=C(C=C2)C=2N(C=C(N2)C(F)(F)F)C tert-butyl 2-(2-fluoropyridin-3-yl)-7-([4-[1-methyl-4-(trifluoromethyl)imidazol-2-yl]phenyl]methyl)pyrrolo[3,2-d]pyrimidine-5-carboxylate